5-(Pyrimidine-5-yl)-3-(2-azaspiro[3.5]nonan-7-yl)pyrazolo[1,5-a]pyridine N1=CN=CC(=C1)C1=CC=2N(C=C1)N=CC2C2CCC1(CNC1)CC2